OC1=CC=C2N=CC(=NC2=C1)C1=CCC2(C1)CCN(CC2)C(=O)OC(C)(C)C tert-butyl 3-(7-hydroxyquinoxalin-2-yl)-8-azaspiro[4.5]dec-2-ene-8-carboxylate